(S)-2-(8-((4-methylpiperidin-4-yl)methyl)-6,6a,7,8,9,10-hexahydro-5H-pyrazino[1',2':4,5]pyrazino[2,3-c]pyridazin-2-yl)phenol CC1(CCNCC1)CN1C[C@H]2N(C=3C(=NN=C(C3)C3=C(C=CC=C3)O)NC2)CC1